[Ta].C1=CC=CC1.C1=CC=CC1.C1=CC=CC1 tricyclopentadiene tantalum